O1CCN(CC1)C1=NC(=CC=2N1C=C(N2)C(=O)NC2NCCCC2)N/N=C/C=2C=C(C=CC2)C 5-morpholino-7-[(2E)-2-(m-tolylmethylene)hydrazino]-N-(2-piperidyl)imidazo[1,2-c]pyrimidine-2-carboxamide